BrC=1C=C(C=CS(=O)(=O)[O-])C=CC1 3-bromostyrenesulfonate